(R,E)-N-(2-(tert-butyl-dimethyl-silyloxy)ethylidene)-2-methylpropane-2-sulfinamide C(C)(C)(C)[Si](OC\C=N\[S@](=O)C(C)(C)C)(C)C